5-(2-fluoro-3-methylphenyl)-3-iodo-6-methoxy-1-(4-methoxybenzyl)-1H-pyrazolo[4,3-b]pyridine FC1=C(C=CC=C1C)C1=C(C=C2C(=N1)C(=NN2CC2=CC=C(C=C2)OC)I)OC